FC=1C=C2C=CC(=CC2=CC1)/C(=C/CN1CCN(CC1)C(=O)NC1=CC=C(C=C1)F)/CC (E)-4-(3-(6-fluoronaphthalen-2-yl)pent-2-en-1-yl)-N-(4-fluorophenyl)piperazine-1-carboxamide